C1(=CC=C(C=C1)CC=1C(=CSC1Br)C(=O)NC1CC2(CC(C2)C(=O)O)C1)C1=CC=CC=C1 6-(4-([1,1'-biphenyl]-4-ylmethyl)-5-bromothiophene-3-carboxamido)spiro[3.3]heptane-2-carboxylic acid